2-((4,6-Dimethylpyridin-2-yl)amino)-N-(2-(2-methyl-1H-indol-3-yl)-2-oxoethyl)pyrimidine-5-carboxamide CC1=CC(=NC(=C1)C)NC1=NC=C(C=N1)C(=O)NCC(=O)C1=C(NC2=CC=CC=C12)C